((3S,5S)-1-(tert-butyloxycarbonyl)-5,7'-dimethyl-3',4'-dihydro-1'H-spiro[pyrrolidine-3,2'-[1,8]naphthyridine]-6'-yl)boronic acid C(C)(C)(C)OC(=O)N1C[C@@]2(NC3=NC(=C(C=C3CC2)B(O)O)C)C[C@@H]1C